3-methylpyrazole-4-carboxylic acid CC1=NNC=C1C(=O)O